N-benzyl-2-chloropyrimidin-4-amine C(C1=CC=CC=C1)NC1=NC(=NC=C1)Cl